C(C)(C)(C)OC(=O)N[C@H](C(=O)O)CCCCNC(=O)OC(C)(C)C (2S)-2,6-bis(t-Butoxycarbonylamino)hexanoic acid